4-(1-(Methylsulfonyl)-1H-pyrazol-4-yl)-2-(5-phenyl-1H-imidazol-2-yl)pyridine trifluoroacetate salt FC(C(=O)O)(F)F.CS(=O)(=O)N1N=CC(=C1)C1=CC(=NC=C1)C=1NC(=CN1)C1=CC=CC=C1